3-Methylpyridinium CC=1C=[NH+]C=CC1